N-(4-(dibenzo[b,d]furan-1-yl)phenyl)-3-methyl-[1,1'-biphenyl]-4-amine C1(=CC=CC=2OC3=C(C21)C=CC=C3)C3=CC=C(C=C3)NC3=C(C=C(C=C3)C3=CC=CC=C3)C